C(C)C(CCO)CCCCCC(CCCC)CC.[Na] sodium 3,9-diethyltridecyl alcohol